2-methyl-1,3-diaminocyclohexane CC1C(CCCC1N)N